P(=O)(OCC)(OCC)OCC(=O)NC=1C=C2C(=NC=NC2=CC1)NC1=CC(=C(C=C1)OC1=CC=2N(C=N1)C=NN2)C Diethyl (2-((4-((4-([1,2,4]triazolo[4,3-c]pyrimidin-7-yloxy)-3-methylphenyl) amino)quinazoline-6-yl)amino)-2-oxoethyl) phosphate